(2E)-2-[(2,6-dimethoxy-4-methylphenyl)imino]-9,10-dimethoxy-3H,6H,7H-pyrimido[4,3-a]isoquinolin-4-one COC1=C(C(=CC(=C1)C)OC)\N=C\1/C=C2N(CCC3=CC(=C(C=C23)OC)OC)C(N1)=O